6-fluoro-1-isopropyl-2-methyl-7-(4,4,5,5-tetramethyl-1,3,2-dioxaborolan-2-yl)quinolin-4(1H)-one FC=1C=C2C(C=C(N(C2=CC1B1OC(C(O1)(C)C)(C)C)C(C)C)C)=O